N-(5-fluoro-6-methylpyridin-2-yl)-N,3-dimethyl-6-oxo-1,6-dihydropyridine-2-carboxamide FC=1C=CC(=NC1C)N(C(=O)C=1NC(C=CC1C)=O)C